(S)-5,5-dimethyl-2-(6-methyl-2-pyrazinylamino)hexanoic acid CC(CC[C@@H](C(=O)O)NC1=NC(=CN=C1)C)(C)C